6-bromo-4-fluoro-1-[(4-methoxyphenyl)methyl]indazole BrC1=CC(=C2C=NN(C2=C1)CC1=CC=C(C=C1)OC)F